N-(4-(4-amino-7H-pyrrolo[2,3-d]pyrimidin-5-yl)phenyl)-6-cyano-5-(4-fluorophenyl)-1-cyclopropyl-4-oxo-1,4-dihydropyridine-3-carboxamide NC=1C2=C(N=CN1)NC=C2C2=CC=C(C=C2)NC(=O)C2=CN(C(=C(C2=O)C2=CC=C(C=C2)F)C#N)C2CC2